ClC1=C(C=C(C=C1)[C@H]1[C@@H]([C@H]([C@@H]([C@@H](SC)O1)O)O)O)CC1=CC=C(C=C1)OCC methyl (5S)-5-[4-chloro-3-(4-ethoxybenzyl) phenyl]-1-thio-β-L-xylopyranoside